NC(CCCCC)(N)N tri-aminohexane